tert-butyl N-[2-[2-[2-[2-[[2-(2,6-dioxo-3-piperidyl)-1,3-dioxo-isoindolin-4-yl]amino] ethoxy]ethoxy]ethoxy] ethyl]carbamate O=C1NC(CCC1N1C(C2=CC=CC(=C2C1=O)NCCOCCOCCOCCNC(OC(C)(C)C)=O)=O)=O